C(CC(C)C)C=1C=2CC[C@H]3N(C2N=CC1)CCNC3 (R)-4-isopentyl-6,6a,7,8,9,10-hexahydro-5H-pyrazino[1,2-a][1,8]naphthyridine